(3R)-hydroxybutyric acid OC(C(=O)O)CC